FB(C=1C=C(C=C2C=CC(=C(C12)C#C)F)OCOC)F 2-[8-(difluoroboranyl)-2-fluoro-6-(methoxymethoxy)naphthalen-1-yl]acetylene